3-amino-5-bromoisonicotinaldehyde NC1=C(C=O)C(=CN=C1)Br